1-benzylhydrazine C(C1=CC=CC=C1)NN